C(#N)CC=1C=C(C=CC1)NC1=NC(=NC=C1C#N)NC1=CC(=C(C=C1)N1CCN(CC1)C)F 4-((3-(cyanomethyl)phenyl)amino)-2-((3-fluoro-4-(4-methylpiperazin-1-yl)phenyl)amino)pyrimidine-5-carbonitrile